3-(6-(3-methylmorpholino)-1-(1-((2-(trimethylsilyl)ethoxy)methyl)-1H-pyrazol-3-yl)-1H-pyrazolo[3,4-b]pyridin-4-yl)pyridin CC1COCCN1C1=CC(=C2C(=N1)N(N=C2)C2=NN(C=C2)COCC[Si](C)(C)C)C=2C=NC=CC2